ClC=1N=C2SC(=NN2C1CN)COC [6-chloro-2-(methoxymethyl)imidazo[2,1-b][1,3,4]thiadiazol-5-yl]methanamine